CN1CC2=CC=C(C=C2C1=O)C(=O)OC methyl 2-methyl-3-oxo-isoindoline-5-carboxylate